(S)-6-bromo-N-(3-(3,4-dihydroisoquinolin-2(1H)-yl)-2-hydroxypropyl)imidazo[1,2-a]pyridine-2-carboxamide BrC=1C=CC=2N(C1)C=C(N2)C(=O)NC[C@@H](CN2CC1=CC=CC=C1CC2)O